ClC1=NC=C(C(=O)OC(C(C(C)C)O)C=2SC3=C(N2)C=CC(=C3)Cl)C=C1 (6-chlorobenzothiazol-2-yl)-2-hydroxy-3-methylbutyl 6-chloronicotinate